(S)-N-(3-(1-((2-ethyl-2H-pyrazolo[3,4-b]pyrazin-6-yl)amino)ethyl)-4-fluorophenyl)-6-methoxy-5-methylnicotinamide C(C)N1N=C2N=C(C=NC2=C1)N[C@@H](C)C=1C=C(C=CC1F)NC(C1=CN=C(C(=C1)C)OC)=O